phenoxazine-3,7-diamine C1=CC(=CC=2OC3=CC(=CC=C3NC12)N)N